(1-{[2-(trimethylsilyl)ethoxy]methyl}-1H-[1,2,3]triazolo[4,5-b]pyridin-6-yl)boronic acid C[Si](CCOCN1N=NC2=NC=C(C=C21)B(O)O)(C)C